C(C)C1=C(C=C(C(=C1)O)F)C1=CC=C2C(=NNC2=C1)C1=NC2=C(N1)CN(C2)C(=O)N2CC(C2)C#N 1-(2-(6-(2-ethyl-5-fluoro-4-hydroxyphenyl)-1H-indazol-3-yl)-1,4,5,6-tetrahydropyrrolo[3,4-d]imidazol-5-carbonyl)azetidine-3-nitrile